DICYANOCYCLOHEXAN C1CCC(CC1)(C#N)C#N